The molecule is a polyunsaturated fatty acyl-CoA(4-) obtained by deprotonation of the phosphate and diphosphate OH groups of (8Z,11Z,14Z,17Z)-icosatetraenoyl-CoA. It is a polyunsaturated fatty acyl-CoA(4-), an (11Z)-Delta(11)-fatty acyl-CoA(4-) and a 3-substituted propionyl-CoA(4-). It is a conjugate base of an (8Z,11Z,14Z,17Z)-icosatetraenoyl-CoA. CC/C=C\\C/C=C\\C/C=C\\C/C=C\\CCCCCCC(=O)SCCNC(=O)CCNC(=O)[C@@H](C(C)(C)COP(=O)([O-])OP(=O)([O-])OC[C@@H]1[C@H]([C@H]([C@@H](O1)N2C=NC3=C(N=CN=C32)N)O)OP(=O)([O-])[O-])O